[Al].N(=O)N(O)C1=CC=CC=C1.N(=O)N(O)C1=CC=CC=C1.N(=O)N(O)C1=CC=CC=C1 tris-(N-nitroso-N-phenylhydroxylamine) aluminum salt